COC(C(COC(C(C)OC1=C(C=C(C(=C1)N1C(N(C(N(C1=O)C)=S)C)=O)F)Cl)=O)C)=O 3-((2-(2-chloro-5-(3,5-dimethyl-2,6-dioxo-4-thioxo-1,3,5-triazin-1-yl)-4-fluorophenoxy)propionyl)oxy)-2-methylpropanoic acid methyl ester